N-(1-(1H-indol-3-yl)hexane-2-yl)-3-methyl-6-(4-methylpiperazin-1-yl)benzo[b]thiophene-2-carboxamide 1-ADAMANTYL-CARBAMATE C12(CC3CC(CC(C1)C3)C2)NC(O)=O.N2C=C(C3=CC=CC=C23)CC(CCCC)NC(=O)C2=C(C3=C(S2)C=C(C=C3)N3CCN(CC3)C)C